prolyl-sulfamoyl-adenosine N1[C@@H](CCC1)C(=O)[C@@]1([C@@](O[C@@H]([C@H]1O)CO)(N1C=NC=2C(N)=NC=NC12)S(N)(=O)=O)O